FC1=C(C=C(C=C1)NC(=O)C=1N(C=C2C1SC[C@H]1[C@@H](NS2(=O)=O)CN(C1)C(C(=O)OC)=O)C)C methyl 2-((3aR,10aR)-8-((4-fluoro-3-methylphenyl)carbamoyl)-7-methyl-5,5-dioxido-3a,4,10,10a-tetrahydro-1H,7H-dipyrrolo[3,4-c:3',4'-g][1,6,2]dithiazocin-2(3H)-yl)-2-oxoacetate